N-(3-{6-[(1S)-1-hydroxy-2-methoxyethyl]-4-methylpyridin-3-yl}-1-methyl-2-oxo-1,6-naphthyridin-7-yl)cyclopropanecarboxamide O[C@H](COC)C1=CC(=C(C=N1)C=1C(N(C2=CC(=NC=C2C1)NC(=O)C1CC1)C)=O)C